C(C)N(C(OC(C)(C)C)=O)C1CCN(CC1)C1=C2N=CC=NC2=C(C=C1)C(NC=1C=C(C=2N(C1)C=C(N2)C)F)=O tert-butyl N-ethyl-N-{1-[8-({8-fluoro-2-methylimidazo[1,2-a]pyridin-6-yl} carbamoyl) quinoxalin-5-yl]piperidin-4-yl}carbamate